2-(4'-(trifluoromethyl)-[1,1'-biphenyl]-3-yl)acetic acid FC(C1=CC=C(C=C1)C1=CC(=CC=C1)CC(=O)O)(F)F